(S)-1-(2-(1-(2-(1,3,4-thiadiazol-2-yl)-5-oxa-2-azaspiro[3.4]octan-7-yl)piperidin-4-yl)-4-fluorophenoxy)-2-methylpropan-2-ol S1C(=NN=C1)N1CC2(C1)OC[C@H](C2)N2CCC(CC2)C2=C(OCC(C)(O)C)C=CC(=C2)F